N-(2-Methoxybenzyl)-1-(tetrahydro-2H-pyran-2-yl)-1H-indazol-5-amine COC1=C(CNC=2C=C3C=NN(C3=CC2)C2OCCCC2)C=CC=C1